N-[4-(hydroxymethyl)oxan-4-yl]-2-methyl-5-[(2-methyl-1,3-thiazol-5-yl)methoxy]-1-benzothiophene-3-carboxamide OCC1(CCOCC1)NC(=O)C1=C(SC2=C1C=C(C=C2)OCC2=CN=C(S2)C)C